OC1(CC1)C1=NN(C=N1)C1CC2(CN(C2)C(=O)N2CC3(C2)CC(C3)CN3N=CC(=C3)C3(CC3)C(F)(F)F)C1 [6-[3-(1-hydroxycyclopropyl)-1,2,4-triazol-1-yl]-2-azaspiro[3.3]heptan-2-yl]-[6-[[4-[1-(trifluoromethyl)cyclopropyl]pyrazol-1-yl]methyl]-2-azaspiro[3.3]heptan-2-yl]methanone